1,4-dimethyl-7-oxabicyclo[2.2.1]hept-2,5-diene-2,3-dicarboxylic acid CC12C(=C(C(C=C1)(O2)C)C(=O)O)C(=O)O